[N+](=O)([O-])C1=CC=C(OCC2=NC3=C(N2)C=CC=C3)C=C1 2-((4-nitrophenoxy)methyl)-1H-benzo[d]imidazole